(2R,4S)-4-([1,1'-biphenyl]-4-ylmethyl)-N-((S)-1-(((3-chloro-1H-pyrrolo[2,3-b]pyridin-5-yl)methyl)amino)-1-oxopropan-2-yl)pyrrolidine-2-carboxamide di-trifluoroacetate FC(C(=O)O)(F)F.FC(C(=O)O)(F)F.C1(=CC=C(C=C1)C[C@H]1C[C@@H](NC1)C(=O)N[C@H](C(=O)NCC=1C=C2C(=NC1)NC=C2Cl)C)C2=CC=CC=C2